FC1=C(C=CC(=C1)C#CC1=CC=C(C=C1)C1CCC(CC1)CCCCCC)NC=O N-(2-fluoro-4-((4-(4-hexylcyclohexyl)phenyl)ethynyl)phenyl)carboxamide